Cl.N1CCC(C2=CC=CC=C12)C(=O)N 3,4-dihydro-2H-quinoline-4-carboxamide hydrochloride